N-tert-Butoxycarbonyl-3,4,5,6-tetrakis(carbazol-9-yl)phthalimide C(C)(C)(C)OC(=O)N1C(C=2C(C1=O)=C(C(=C(C2N2C1=CC=CC=C1C=1C=CC=CC21)N2C1=CC=CC=C1C=1C=CC=CC21)N2C1=CC=CC=C1C=1C=CC=CC21)N2C1=CC=CC=C1C=1C=CC=CC21)=O